COC1=C(C#N)C=CC(=C1)CCC(C)=O 2-methoxy-4-(3-oxo-butyl)-benzonitrile